C(C1=CC=CC=C1)SC1=NC=CC=C1F (benzylthio)-3-fluoropyridine